C(C1=CC=CC=C1)[C@@H]1N(C(OC1)=O)C([C@@H](CC1=CC(=C(C=C1)Br)[N+](=O)[O-])[C@@H]1CN(CC1)C(=O)OC(C)(C)C)=O tert-butyl (R)-3-((S)-1-((S)-4-benzyl-2-oxooxazolidin-3-yl)-3-(4-bromo-3-nitrophenyl)-1-oxopropane-2-yl)pyrrolidine-1-carboxylate